(1-(5-(benzyloxy)pyrimidin-2-yl)piperidin-4-yl)carbamic acid tert-butyl ester C(C)(C)(C)OC(NC1CCN(CC1)C1=NC=C(C=N1)OCC1=CC=CC=C1)=O